OC[C@]1(O)[C@@H](O)[C@H](O)[C@H](O)CS1 6-thio-beta-D-fructopyranose